4-(6-(6-((6-methoxypyridin-3-yl)methyl)-3,6-diazabicyclo[3.1.1]heptan-3-yl)pyridin-3-yl)-6-(3-(Methylsulfonyl)propoxy)pyrazolo[1,5-a]pyridine-3-carbonitrile COC1=CC=C(C=N1)CN1C2CN(CC1C2)C2=CC=C(C=N2)C=2C=1N(C=C(C2)OCCCS(=O)(=O)C)N=CC1C#N